3-(1-(1-([2,3'-Bipyridin]-6'-ylmethyl)-1H-indole-7-carboxamido)cyclopropyl)bicyclo[1.1.1]pentane-1-carboxylic acid N1=C(C=CC=C1)C=1C=NC(=CC1)CN1C=CC2=CC=CC(=C12)C(=O)NC1(CC1)C12CC(C1)(C2)C(=O)O